Molybdenum-rhenium trisulfide [Re](=S)(=S)=S.[Mo]